3-(8-Amino-6-methylimidazo[1,2-a]pyrazin-3-yl)-N-(4-(hydroxymethyl)bicyclo[2.1.1]hexan-1-yl)-4-(methyl-d3)benzenesulfonamide trifluoroacetate salt FC(C(=O)O)(F)F.NC=1C=2N(C=C(N1)C)C(=CN2)C=2C=C(C=CC2C([2H])([2H])[2H])S(=O)(=O)NC21CCC(C2)(C1)CO